S1(C2=C(CC1)C=C(C=C2)C(=O)N)(=O)=O 2,3-dihydrobenzo[b]thiophene-5-carboxamide 1,1-dioxide